BB(BOO)C1=C2C(=NC=C1)N(C=C2)COCC[Si](C)(C)C 4-(4,5-dioxapentaborane-2-yl)-1-((2-(trimethylsilyl)ethoxy)methyl)-1H-pyrrolo[2,3-b]Pyridine